[Li+].C(C=C)(=O)[O-] acrylate lithium salt